IC1=CC=C2C(=NN(C2=C1)C1OCCCC1)[Sn](C)(C)C 6-iodo-1-(tetrahydro-2H-pyran-2-yl)-3-(trimethylstannyl)-1H-indazole